C(CC)C1(C=CC=C1)[Zr]C1(C(=C(C(=C1C)C)C)C)C (n-propylcyclopentadienyl)(pentamethylcyclopentadienyl)zirconium